Tert-butyl (R)-3-(4-chloro-2-(dimethylcarbamoyl)-7-fluoro-1H-indol-6-yl)piperidine-1-carboxylate ClC1=C2C=C(NC2=C(C(=C1)[C@@H]1CN(CCC1)C(=O)OC(C)(C)C)F)C(N(C)C)=O